2-chloro-6-methoxy-4-methylphenyl-boronic acid ClC1=C(C(=CC(=C1)C)OC)B(O)O